CC(CC)(CCCCCC)C 3,3-dimethyl-nonane